FC(C(=O)O)(F)F.C1(=CC=CC=C1)C1\C(\C(NC1)=O)=C/C1=CC=C2C(=NNC2=C1)\C=C\C1=CC=C(C=C1)CN[C@H]1COCC1 (E)-4-Phenyl-3-((3-((E)-4-((((R)-tetrahydrofuran-3-yl)amino)methyl)styryl)-1H-indazole-6-yl)methylene)pyrrolidin-2-one trifluoroacetate